tert-Butyl (1-(4-benzamido-2-methoxyphenyl)-6-(pyrazolo[1,5-a]pyrimidin-3-yl)-1H-pyrazolo[4,3-c]pyridin-3-yl)(2-(dimethylamino)ethyl)carbamate C(C1=CC=CC=C1)(=O)NC1=CC(=C(C=C1)N1N=C(C=2C=NC(=CC21)C=2C=NN1C2N=CC=C1)N(C(OC(C)(C)C)=O)CCN(C)C)OC